ethyl (2-cyano-2-(2-(3,5-dichloro-4-((1-cyclobutyl-6-oxo-1,6-dihydropyridin-3-yl)oxy)phenyl)hydrazineylidene) acetyl)carbamate C(#N)C(C(=O)NC(OCC)=O)=NNC1=CC(=C(C(=C1)Cl)OC1=CN(C(C=C1)=O)C1CCC1)Cl